(1R,2R)-N-[2-(2-ethoxypyridin-3-yl)-1-methylpyrrolo[2,3-c]pyridin-5-yl]-2-fluorocyclopropane-1-carboxamide C(C)OC1=NC=CC=C1C1=CC=2C(=CN=C(C2)NC(=O)[C@@H]2[C@@H](C2)F)N1C